2-(4-ethylphenyl)-3-thiocyanobenzo[b]thiophene C(C)C1=CC=C(C=C1)C1=C(C2=C(S1)C=CC=C2)SC#N